Cl.NC/C(/CN1N=CN(C1=O)C1=NC=C(C=C1)Br)=C\F 2-[(2E)-2-(aminomethyl)-3-fluoroprop-2-en-1-yl]-4-(5-bromopyridin-2-yl)-2,4-dihydro-3H-1,2,4-triazol-3-one hydrochloride